(4-phenoxyphenyl)-1-[(3R)-1-(2,3,4,5-tetrafluorophenyl)sulfonylpyrrolidin-3-yl]pyrazolo[3,4-d]pyrimidin-4-amine O(C1=CC=CC=C1)C1=CC=C(C=C1)C1=NN(C2=NC=NC(=C21)N)[C@H]2CN(CC2)S(=O)(=O)C2=C(C(=C(C(=C2)F)F)F)F